pentamethylcyclopentadienyl-(cyclooctadiene) ruthenium (II) chloride [Ru](Cl)Cl.CC1=C(C(=C(C1(C1=CC=CCCCC1)C)C)C)C